Tert-Butylmagnesium chloride C(C)(C)(C)[Mg]Cl